C(CCCCCCC\C=C\CCCCCCCC)(=O)O (9E)-Octadeca-9-enoic acid